N-((6S,7S)-5-((R)-oxetane-2-carbonyl)-6-((2,2',5-trifluoro-[1,1'-biphenyl]-3-yl)methyl)-5-azaspiro[2.4]heptan-7-yl)ethanesulfonamide O1[C@H](CC1)C(=O)N1CC2(CC2)[C@@H]([C@@H]1CC=1C(=C(C=C(C1)F)C1=C(C=CC=C1)F)F)NS(=O)(=O)CC